methyl 3-amino-4-hydroxy-5-methoxybenzoate NC=1C=C(C(=O)OC)C=C(C1O)OC